oxalic acid mono-3-butynyl ester C(CC#C)OC(C(=O)O)=O